COC1=NC=CC=C1C=1N=NN(C1)C=1C=C2CN(C(C2=CC1)=O)N1C(CCCC1=O)=O 5-[4-(2-methoxypyridin-3-yl)-1,2,3-triazol-1-yl]-1-oxo-3H-isoindol-2-ylpiperidine-2,6-dione